tert-Butyl {3-[2-cyanovinyl]cyclohexyl}carbamate C(#N)C=CC1CC(CCC1)NC(OC(C)(C)C)=O